O1C[C@@H](CCC1)OC=1N=C2C(=CC=NC2=CC1)C1=CC=2C(NCCC2N1)=O 2-[6-[(3R)-Oxacyclohex-3-yloxy]-1,5-naphthyridin-4-yl]-1H,5H,6H,7H-pyrrolo[3,2-c]Pyridin-4-one